3-((2-chloro-4,5-difluorobenzyl)amino)-5-(2-chlorophenoxy)-4H-benzo[e][1,2,4]thiadiazine 1,1-dioxide ClC1=C(CNC2=NS(C3=C(N2)C(=CC=C3)OC3=C(C=CC=C3)Cl)(=O)=O)C=C(C(=C1)F)F